NC1=C(C=C(C=2C(C3=CC=CC=C3C(C12)=O)=O)O)OC1=CC=CC=C1 1-amino-4-hydroxy-2-phenoxyanthracene-9,10-dione